OC1=C(C=CC(=C1)OCCOC(C)=O)C1=NC(=NC(=N1)C1=C(C=C(C=C1)OCCOC(C)=O)O)C1=CC=C(C=C1)Cl 2,4-bis[2-hydroxy-4-(2-acetoxyethoxy)phenyl]-6-(4-chlorophenyl)-s-triazine